N-(2,3-dihydroxypropyl)cyclohexanecarboxamide OC(CNC(=O)C1CCCCC1)CO